ClC=1C=C(C=C(C1)F)NC=1N(C2=NC(=NC=C2N1)NC1(CC1)C)C1CCNCC1 N8-(3-chloro-5-fluorophenyl)-N2-(1-methylcyclopropyl)-9-(piperidin-4-yl)-9H-purine-2,8-diamine